N-[4-[3-[3-(aminomethyl)azetidine-1-carbonyl]azetidine-1-carbonyl]-3-chloro-phenyl]-5-(2,3-difluoro-4-methoxy-phenyl)-1-methyl-imidazole-2-carboxamide formate C(=O)O.NCC1CN(C1)C(=O)C1CN(C1)C(=O)C1=C(C=C(C=C1)NC(=O)C=1N(C(=CN1)C1=C(C(=C(C=C1)OC)F)F)C)Cl